C12(CCC(CC1)(CC2)C(C)=O)C(C)=O 1,1'-(bicyclo[2.2.2]octane-1,4-diyl)bis(ethan-1-one)